1-(5-((4-(4-methylthiophen-3-yl)piperidin-1-yl)methyl)-1-oxoisoindolin-2-yl)dihydropyrimidine-2,4(1H,3H)-dione CC=1C(=CSC1)C1CCN(CC1)CC=1C=C2CN(C(C2=CC1)=O)N1C(NC(CC1)=O)=O